7-amino-1-(4-aminocyclohexyl)-3-(2-fluoro-6-methyl-phenyl)-4H-pyrimido[4,5-d]pyrimidin-2-one NC1=NC=C2C(=N1)N(C(N(C2)C2=C(C=CC=C2C)F)=O)C2CCC(CC2)N